Ethyl butylphosphinate C(CCC)P(OCC)=O